FC=1C=C(CN2CCC(CC2)N2CC(C3=NC(=CC=C32)C)(C)C)C=CC1 N-(1-(3-fluorobenzyl)piperidin-4-yl)-3,3,5-trimethyl-2,3-dihydro-1H-pyrrolo[3,2-b]pyridine